OC[N+]1=C(C=CC=C1)CO 1,2-dihydroxymethylpyridinium